[Si](C)(C)(C(C)(C)C)OCC(CNC(OCC(Cl)(Cl)Cl)=O)CC1=CC=C(C=C1)OC(F)(F)F 2,2,2-trichloroethyl (3-((tert-butyl dimethylsilyl)oxy)-2-(4-(trifluoromethoxy) benzyl) propyl)carbamate